C(C)C=1C(NC=2C=C(C=NC2C1)CN1CC2(C1)CN(CC2)C=2C=CC(=NC2)C(=O)NC)=O 5-(2-((7-ethyl-6-oxo-5,6-dihydro-1,5-naphthyridin-3-yl)methyl)-2,6-diazaspiro[3.4]octan-6-yl)-N-methylpicolinamide